OC(C)CCC(CCCCCCC)C(C(C1=CC=CC=C1)=NO)C 2-hydroxy-5-n-dodecyl-propiophenone oxime